((1S,3S)-3-((6-cyclopropyl-1,2,4-triazin-3-yl)amino)cyclopentane) tert-butyl-carbamate C(C)(C)(C)NC(O)=O.C1(CC1)C1=CN=C(N=N1)NC1CCCC1